(±)-4-(4-(bicyclo[2.2.1]heptan-2-yl)phenoxy)benzoic acid C12C(CC(CC1)C2)C2=CC=C(OC1=CC=C(C(=O)O)C=C1)C=C2